FC=1C=C(C=CC1S(=O)(=O)C1(CCC1)CO)NC(C)=O N-(3-fluoro-4-((1-(hydroxymethyl)cyclobutyl)sulfonyl)phenyl)-acetamide